4-fluoro-3-((3-(piperidin-1-yl)-1-oxa-8-azaspiro[4.5]dec-8-yl)sulfonyl)benzonitrile FC1=C(C=C(C#N)C=C1)S(=O)(=O)N1CCC2(CC(CO2)N2CCCCC2)CC1